BrC=1NC2=CC(=C(C=C2C1CC)Br)OC 2,5-dibromo-3-ethyl-6-methoxy-1H-indole